C1(=CCCCC1)CCNC1=C2C(=NC=N1)ON=C2CC N-[2-(cyclohexen-1-yl)ethyl]-3-ethyl-[1,2]oxazolo[5,4-d]pyrimidin-4-amine